BrC1=CC=C2C(=CNC(C2=C1)=O)I 7-Bromo-4-iodoisoquinolin-1(2H)-one